ethyl 2-[2,2-difluoro-2-(pyridin-2-yl)ethyl]-8-methyl-4,5-dihydro-2H-furo[2,3-g]indazole-7-carboxylate FC(CN1N=C2C3=C(CCC2=C1)OC(=C3C)C(=O)OCC)(C3=NC=CC=C3)F